ClC=1N=C(C2=C(N1)CCS2)NC2(CC2)CN2CCOCC2 2-chloro-N-(1-(morpholinomethyl)cyclopropyl)-6,7-dihydrothieno[3,2-d]pyrimidin-4-amine